methyl 5-(6-chloro-3-pyridyl)-3-methyl-triazole-4-carboxylate ClC1=CC=C(C=N1)C1=C(N(N=N1)C)C(=O)OC